(E)-3-amino-3-(3-(trifluoromethyl)phenyl)-propionic acid tert-butyl ester C(C)(C)(C)OC(CC(C1=CC(=CC=C1)C(F)(F)F)N)=O